6-Ethyl-5-((tetrahydro-2H-pyran-4-yl)amino)-3-((3-(3-(vinylsulfonamido)prop-1-yn-1-yl)phenyl)amino)pyrazine-2-carboxamide C(C)C1=C(N=C(C(=N1)C(=O)N)NC1=CC(=CC=C1)C#CCNS(=O)(=O)C=C)NC1CCOCC1